NC=1N=CC2=CC(=CC=C2C1C(=O)NC1CN(C1)C(=O)OC(C)(C)C)C1=C(C=CC=C1C)F tert-butyl 3-[[3-amino-7-(2-fluoro-6-methyl-phenyl)isoquinoline-4-carbonyl]amino]azetidine-1-carboxylate